C(C)NC=1C2=C(N=C(C1)NC1=C(C=C(C=C1)S(=O)(=O)C)OC)NC=C2 N4-ethyl-N6-(2-methoxy-4-(methylsulfonyl)phenyl)-1H-pyrrolo[2,3-b]pyridine-4,6-diamine